N1=CC=C(C=C1)C=1C=NC(=NC1)OC1CNCC1 3-((5-(pyridin-4-yl)pyrimidin-2-yl)oxy)pyrrolidin